8-(6-((R)-1-(2-((R)-3-(methoxymethyl)pyrrolidin-1-yl)ethoxy)ethyl)pyridin-3-yl)-3-methyl-1-(tetrahydro-2H-pyran-4-yl)-1H-imidazo[4,5-c]cinnolin-2(3H)-one COC[C@H]1CN(CC1)CCO[C@H](C)C1=CC=C(C=N1)C1=CC=2C3=C(N=NC2C=C1)N(C(N3C3CCOCC3)=O)C